(R)-5-vinyldihydro-2H-pyran-3(4H)-one C(=C)[C@H]1CC(COC1)=O